NO[C@@H](COC1=CC=C(C=C1)C=1[N+](=CN(C1)CCCNC(=O)OC(C)(C)C)C)C(=O)OC(C)(C)C (S)-4-(4-(2-(aminooxy)-3-(tert-butoxy)-3-oxopropoxy)phenyl)-1-(3-((tert-butoxycarbonyl)amino)propyl)-3-methyl-1H-imidazol-3-ium